BrC=1C=C(C=CC1)C1=CC(=C(N=N1)C1=CC=CC=C1)C1=CC=CC=C1 6-(3-Bromophenyl)-3,4-diphenylpyridazine